7-[bis[2-[2-[2-[2-[2-[2-[2-[2-[2-[2-[2-(2-methoxyethoxy)ethoxy]ethoxy]ethoxy]ethoxy]ethoxy]ethoxy]ethoxy]ethoxy]ethoxy]ethoxy]ethyl]amino]-2-oxo-chromene-3-carboxylic acid COCCOCCOCCOCCOCCOCCOCCOCCOCCOCCOCCOCCN(C1=CC=C2C=C(C(OC2=C1)=O)C(=O)O)CCOCCOCCOCCOCCOCCOCCOCCOCCOCCOCCOCCOC